O[C@@H]1[C@H](CCCC1)CCCN(CCCCCCCC(=O)N(CCCCCCCCCC)CCCCCCCCCC)CCCCCCCC(=O)N(CCCCCCCCCC)CCCCCCCCCC 8,8'-((3-((1R,2S)-2-hydroxycyclohex-yl)propyl)azanedi-yl)bis(N,N-didecyl-octanamide)